CN1N=CC(=C1)C#N 1-methyl-1H-pyrazol-4-carbonitrile